4-(1-(5-(4-(tert-butyl)phenyl)-4-methyl-2H-indazol-2-yl)-3-methylbutyl)benzamide C(C)(C)(C)C1=CC=C(C=C1)C1=C(C2=CN(N=C2C=C1)C(CC(C)C)C1=CC=C(C(=O)N)C=C1)C